rac-methyl (5aR,6S,7R,8R,8aS)-5a-(4-bromophenyl)-3-chloro-8,8a-dihydroxy-6-phenyl-5a,7,8,8a-tetrahydro-6H-cyclopenta[4,5]furo[3,2-b]pyridine-7-carboxylate BrC1=CC=C(C=C1)[C@]12[C@](C3=NC=C(C=C3O1)Cl)([C@@H]([C@@H]([C@H]2C2=CC=CC=C2)C(=O)OC)O)O |r|